tert-butyl N-methyl-N-({[1-(trifluoromethyl)cyclopropyl]carbamoyl}methyl)carbamate CN(C(OC(C)(C)C)=O)CC(NC1(CC1)C(F)(F)F)=O